NC1=NN2C(C=C(C=C2)C=2C=C3C(=CN(C3=CC2)C)C(=O)N[C@H]2CCCC3=CC(=CC=C23)F)=N1 (S)-5-(2-amino-[1,2,4]triazolo[1,5-a]pyridin-7-yl)-N-(6-fluoro-1,2,3,4-tetrahydronaphthalen-1-yl)-1-methyl-1H-indole-3-carboxamide